2-[3-(6-methyl-2-pyridyl)-1H-pyrazol-4-yl]-7-[3-(trifluoromethyl)-5,6,7,8-tetrahydroimidazo[1,5-a]pyrazin-1-yl]-1,5-naphthyridine CC1=CC=CC(=N1)C1=NNC=C1C1=NC2=CC(=CN=C2C=C1)C=1N=C(N2C1CNCC2)C(F)(F)F